N-(4-(5-(2-(4,4-difluoropiperidin-1-yl)-6-methylpyridin-4-yl)-1,3,4-oxadiazol-2-yl)-3-(6-azaspiro[2.5]oct-6-yl)phenyl)-2-hydroxyethane-1-sulfonamide FC1(CCN(CC1)C1=NC(=CC(=C1)C1=NN=C(O1)C1=C(C=C(C=C1)NS(=O)(=O)CCO)N1CCC2(CC2)CC1)C)F